C(C)OP(=O)(OCC)\N=C/1\NC=C(N1)C(=O)OCC ethyl (Z)-2-((diethoxyphosphoryl) imino)-2,3-dihydro-1H-imidazole-4-carboxylate